methyl 4-((8-fluoro-11H-benzo[b]pyrido[3,2-f]azepin-11-yl)methyl)benzoate FC1=CC2=C(N(C3=C(C=C2)C=CC=N3)CC3=CC=C(C(=O)OC)C=C3)C=C1